ClC1=C(C(=O)O)C=CC(=C1)NC(=O)C=1N(C(=CN1)C=1C(=NNC1)C(F)(F)F)C.FC(C(=O)O)(F)F 2,2,2-trifluoroacetic acid compound with 2-chloro-4-(1-methyl-5-(3-(trifluoromethyl)-1H-pyrazol-4-yl)-1H-imidazole-2-carboxamido)benzoic acid